O1CCC(CC1)CC1=C(C=CC=C1)C1CCN(CC1)[C@H]1CC2(CNC2)CC1 (R)-6-(4-(2-((tetrahydro-2H-pyran-4-yl)methyl)phenyl)piperidin-1-yl)-2-azaspiro[3.4]octane